2-(3-iodobenzoyl)-2-azabicyclo[3.1.0]Hexane-3-carboxamide IC=1C=C(C(=O)N2C3CC3CC2C(=O)N)C=CC1